N1CC(C1)OC=1C=CC(=C(C(=O)NC(CO)C2=CC=CC3=CC=CC=C23)C1)C 5-(azetidin-3-yloxy)-N-(2-hydroxy-1-(naphthalen-1-yl)ethyl)-2-methylbenzamide